1,1-Dimethyl-3-(4-(2-(6a,7,9,10-Tetrahydropyrazino[1,2-a]Thieno[4,3,2-De]Quinolin-8(6H)-Yl)Ethyl)Trans-Cyclohexyl)Urea CN(C(=O)N[C@@H]1CC[C@H](CC1)CCN1CC2N(C=3C=CC=C4C3C(C2)=CS4)CC1)C